4-methyl-1-(3-pyridyl)pent-4-en-2-amine bis-hydrochloride Cl.Cl.CC(CC(CC=1C=NC=CC1)N)=C